C1(CC1)COC=1C(=C(C=C(C1C(=O)N1CC2=CC=C(C=C2C1)CN1CCN(CC1)C)C1=C(C=CC(=C1)C)S(=O)(=O)[O-])C1=C(C=CC(=C1)C)S(=O)(=O)[O-])C 5-(cyclopropylmethoxy)-4-methyl-6-(5-((4-methylpiperazin-1-yl) methyl) isoindoline-2-carbonyl)-1,3-phenylenebis(4-methylbenzenesulfonate)